(1s,4s)-4-[(2-{3-[(4-methanesulfonyl-2-methoxyphenyl)amino]prop-1-yn-1-yl}-1-(2,2,2-trifluoro-ethyl)-1H-indol-4-yl)amino]cyclohexan-1-ol CS(=O)(=O)C1=CC(=C(C=C1)NCC#CC=1N(C2=CC=CC(=C2C1)NC1CCC(CC1)O)CC(F)(F)F)OC